C(C1=CC=CC=C1)OC(=O)N[C@H](C(CC(=O)OC(C)(C)C)=O)C1CCC(CC1)(F)F tert-butyl (S)-4-(((benzyloxy)carbonyl)amino)-4-(4,4-difluorocyclohexyl)-3-oxobutanoate